(E)-N-Hydroxy-3-[4-[(E)-3-[4-(1-methylpiperidin-4-yl)phenyl]-3-oxoprop-1-enyl]phenyl]prop-2-enamide ONC(\C=C\C1=CC=C(C=C1)\C=C\C(=O)C1=CC=C(C=C1)C1CCN(CC1)C)=O